C(C)(=O)OC1=C(C=CC(=C1)CO[Si](C)(C)C(C)(C)C)OCCC#C 2-(but-3-yn-1-yloxy)-5-(((tert-butyldimethylsilyl)oxy)methyl)phenyl acetate